FC=1C=2N(C=C(C1)C=1N=C3C(=NC1)C(=NC=C3C(=O)N)N3CC(CC3)NC)C=C(N2)C (8-fluoro-2-methyl-imidazo[1,2-a]pyridin-6-yl)-5-[3-(methylamino)pyrrolidin-1-yl]pyrido[3,4-b]pyrazine-8-carboxamide